NC([C@H](CCC)N1C([C@@H](O[C@H]([C@H]1C1=CC=C(C=C1)Cl)C1=CC(=CC=C1)Cl)CC(=O)O)=O)=O 2-((2S,5R,6S)-4-((S)-1-amino-1-oxopentan-2-yl)-6-(3-chlorophenyl)-5-(4-chlorophenyl)-3-oxomorpholin-2-yl)acetic acid